FC(C1=CC(=NC=N1)NC1=CC2=C(C=N1)C=NN2)F N-[6-(difluoromethyl)pyrimidin-4-yl]-1H-pyrazolo[4,3-c]pyridin-6-amine